trans-4-(6-methoxy-3-pyridyl)-pyrrolidine-3-carboxylic acid COC1=CC=C(C=N1)[C@H]1[C@@H](CNC1)C(=O)O